N1CC(C1)[C@@H]1CN(CCC1)C1CSC1 (R)-3-(azetidin-3-yl)-1-(thietan-3-yl)piperidine